2-(methoxymethyl)-2,7-dimethyl-4-((trimethylsilyl)ethynyl)-2H-benzo[e][1,3]oxazine COCC1(OC2=C(C(=N1)C#C[Si](C)(C)C)C=CC(=C2)C)C